NC1=NC2=CC=C(C=C2C(=N1)N)C#C[Si](C)(C)C 2,4-diamino-6-((trimethylsilyl)ethynyl)quinazoline